(R)-N-(4'-(3-(3-(4-chlorophenyl)ureido)-2-oxopiperidin-1-yl)-3',5'-difluoro-[1,1'-biphenyl]-2-yl)methanesulfonamide ClC1=CC=C(C=C1)NC(N[C@H]1C(N(CCC1)C1=C(C=C(C=C1F)C1=C(C=CC=C1)NS(=O)(=O)C)F)=O)=O